4-(4-aminobutyl-4,4-d2)piperidine-1-carboxylic acid tert-butyl ester C(C)(C)(C)OC(=O)N1CCC(CC1)CCCC([2H])([2H])N